C(=O)(O)CNC(C([CH2])NC(CC[C@H](N)C(=O)O)=O)=O N5-(1-((carboxymethyl)amino)-1-oxo-3λ3-propan-2-yl)glutamin